FC(CN1N=CC=2C1=NC(=CN2)N2CCC1(CC(N(C1)CC=1C=NC=C(C1)F)=O)CC2)F 8-[1-(2,2-difluoroethyl)-1H-pyrazolo[3,4-b]pyrazin-6-yl]-2-[(5-fluoropyridin-3-yl)methyl]-2,8-diazaspiro[4.5]decan-3-one